C(C)C1=CNC2=CC=CC=C12 3-(1-ethyl)-indole